3-(2-bromo-5-nitrophenyl)-1-methyl-1H-pyrazole BrC1=C(C=C(C=C1)[N+](=O)[O-])C1=NN(C=C1)C